C(CC)S(=O)(=O)O 1-propyl-sulfonic acid